OC[C@@H]1[C@H]([C@H](C(O1)O)O)O (3R,4S,5R)-5-(hydroxymethyl)oxolane-2,3,4-triol